1-(7,8-dihydrofuro[3,2-e][1,3]benzothiazol-2-yl)-5-methylhexahydropyrrolo[3,4-d]imidazol-2(1H)-one N1=C(SC2=C1C1=C(C=C2)OCC1)N1C(NC2C1CN(C2)C)=O